BrC1=NC(=CC(=C1)C)C(C)(F)F 2-bromo-6-(1,1-difluoroethyl)-4-methylpyridine